NCCC(=O)N[C@H](C(=O)N1[C@@H](C[C@H](C1)O)C(=O)N[C@@H](C)C1=CC=C(C=C1)C1=C(N=CS1)C)C(C)(C)C (2S,4r)-1-((S)-2-(3-aminopropionamido)-3,3-dimethylbutyryl)-4-hydroxy-N-((S)-1-(4-(4-methylthiazol-5-yl)phenyl)ethyl)pyrrolidine-2-carboxamide